4-cyclobutoxy-2-(4-fluorophenylvinyl)-6-hydroxybenzoate C1(CCC1)OC1=CC(=C(C(=O)[O-])C(=C1)O)C=CC1=CC=C(C=C1)F